(2R,3R,4R,5R)-4-[[4-Cyclopropyl-3-(3,4-Difluoro-2-methoxy-phenyl)-5-methyl-5-(trifluoromethyl)tetrahydrofuran-2-carbonyl]amino]pyridin-2-carboxamid C1(CC1)[C@@H]1[C@@H]([C@@H](O[C@]1(C(F)(F)F)C)C(=O)NC1=CC(=NC=C1)C(=O)N)C1=C(C(=C(C=C1)F)F)OC